dicyanomethyl disulfide C(#N)C(C#N)SSC(C#N)C#N